[K+].N[C@@H](C)C(=O)[O-] alanine, potassium salt